FC=1C=C(C=C(C1)F)C1=NOC2(C1C=CO2)C(=O)OC methyl 3-(3,5-difluorophenyl)-3aH-furo[3,2-d]isoxazole-6a-carboxylate